S1C(=CC=C1)C=CC=O 3-(thiophen-2-yl)acrolein